ethylene-butylene carbonate C1(OCCCCCCO1)=O